FC1=CC=C(C=C1)C1=NOC(=C1COC1=CC=C2C(=N1)CN(C2)C(CS(=O)(=O)C)=O)C 1-(2-{[3-(4-fluorophenyl)-5-methyl-1,2-oxazol-4-yl]methoxy}-5H,6H,7H-pyrrolo[3,4-b]pyridin-6-yl)-2-methanesulfonylethan-1-one